N-[(S)-(4,4-Difluorocyclohexyl)-[6-[(1R)-1-(4,4,4-trifluorobutanoylamino)ethyl]-1H-benzimidazol-2-yl]methyl]-2-ethyl-triazole-4-carboxamide FC1(CCC(CC1)[C@H](NC(=O)C1=NN(N=C1)CC)C1=NC2=C(N1)C=C(C=C2)[C@@H](C)NC(CCC(F)(F)F)=O)F